The molecule is a long-chain fatty acid ethyl ester resulting from the formal condensation of the carboxy group of palmitoleic acid with the hydroxy group of ethanol. It derives from a palmitoleic acid. CCCCCC/C=C\\CCCCCCCC(=O)OCC